C(C)N1C=C(C(C2=CC(=C(C(=C12)F)N1CC(NCC1)C)F)=O)C(C=CC1=CC=C(C=C1)F)=O 1-ethyl-6,8-difluoro-7-(3-methylpiperazin-1-yl)-3-(4-fluorocinnamoyl)-quinolin-4(1H)-one